ClC=1C=C(C=CC1Cl)/C(=C/C(=O)OC)/NCC methyl (Z)-3-(3,4-dichlorophenyl)-3-(ethylamino)prop-2-enoate